B(OCCC#N)(OCCC#N)OCCC#N tri(2-cyanoethyl) borate